4-(carboxy)phenylboronic acid C(=O)(O)C1=CC=C(C=C1)B(O)O